FC1=CC=C(CC=2C(=NC=CC2C2CNCC2)NCC2=CC=C(C=C2)OCC(C)C)C=C1 (4-Fluorobenzyl)-N-(4-isobutoxybenzyl)-4-(pyrrolidin-3-yl)pyridin-2-amine